N,N'-bis(3-methylpyridin-3-yl)-2,6-naphthalenediamide CC1(CN=CC=C1)NC(=O)C1=CC2=CC=C(C=C2C=C1)C(=O)NC1(CN=CC=C1)C